NC1=NC2=CC(=CC=C2C(=N1)C=1N=NN(C1)CC1=[N+](C(=CC=C1)C1(CS(C1)(=O)=O)O)[O-])OC.FC=1C=C(C=CC1)C=1C=C(C=NC1)O 5-(3-fluorophenyl)pyridin-3-ol 2-{[4-(2-Amino-7-methoxyquinazolin-4-yl)-1H-1,2,3-triazol-1-yl]methyl}-6-(3-hydroxy-1,1-dioxo-1λ6-thietan-3-yl)pyridin-1-ium-1-olate